BrC=1C=C(C=C(C1)Cl)NC(=O)NC1=C(C(=CC(=C1)Cl)Cl)CO 1-(3-bromo-5-chlorophenyl)-3-(3,5-dichloro-2-hydroxymethylphenyl)urea